N1C=NCC=2C(CCCC12)=O 4,5,6,8-tetrahydroquinazolin-5(1H)-one